C(C)N1C(C2=C(C(=C1)C)OC(N2)=O)=O 5-ethyl-7-methyl-oxazolo[4,5-c]pyridine-2,4(3h,5h)-dione